NC1=C(C=C(C=O)C=C1)OC1=C(C=CC(=C1)Cl)Br 4-amino-3-(2-bromo-5-chlorophenoxy)benzaldehyde